3-Methyl-2-cyclopentene-1-one CC1=CC(CC1)=O